C(#N)C(C)(C)C1=CC(=NC=C1)C(=O)NC1=C(C(=CC(=C1)C=1C=NC2=CC(=NC=C2C1)NC)F)F 4-(2-Cyanopropan-2-yl)-N-(2,3-difluoro-5-(7-(methylamino)-1,6-naphthyridin-3-yl)phenyl)picolinamide